trans-4-Amino-1-[6-(3-cyano-5,6-difluoro-2-hydroxyphenyl)-3-(3,5-difluorophenyl)chinolin-4-yl]piperidin-3-carbonitril N[C@H]1[C@@H](CN(CC1)C1=C(C=NC2=CC=C(C=C12)C1=C(C(=CC(=C1F)F)C#N)O)C1=CC(=CC(=C1)F)F)C#N